ClC1=C(C(=CC(=C1)C1=NC=C2N1CCN=C2)F)C2=C(C(=CC=C2O)Cl)F 3-(2,3'-dichloro-2',6-difluoro-6'-hydroxy-[1,1'-biphenyl]-4-yl)-5,6-dihydroimidazo[1,5-a]pyrazin